CN1N=C2C=CC=C(C2=C1)C1=NN(C2=C(C=CC=C12)C)C=1C=CC(=NC1)N1C2CC(C(C1)C2)C(=O)O 2-(5-{2',7-dimethyl-1H,2'H-[3,4'-biindazol]-1-yl}pyridin-2-yl)-2-azabicyclo[2.2.1]heptane-5-carboxylic acid